[N+](=O)([O-])C1=C(C=CC(=C1)C)N1C(C=CC1=O)=O 1-(2-nitro-4-methylphenyl)-1H-pyrrole-2,5-dione